tert-Butyl 4-((3-methylureido)methyl)piperidine-1-carboxylate CNC(NCC1CCN(CC1)C(=O)OC(C)(C)C)=O